CCCCCCCCCCCCCCCC[NH+](C)C.[Cl-] N,N-dimethylhexadecylamine hydrochloride